3-amino-1-methylpiperidine-2,6-dione trifluoroacetic acid salt FC(C(=O)O)(F)F.NC1C(N(C(CC1)=O)C)=O